C(CCCCCC)C(C(=O)OCC(COC(C(CCCCCCCCC)CCCCCCC)=O)OC(C(CCCCCCCCC)CCCCCCC)=O)CCCCCCCCC 2,3-bis(2-heptylundecanoyloxy)propyl 2-heptylundecanoate